N(=[N+]=[N-])C1(CC(C1)NC(OCC1=CC=CC=C1)=O)C1=C(C(=CC=C1)Cl)C benzyl (3-azido-3-(3-chloro-2-methylphenyl)cyclobutyl)carbamate